4-(difluoromethyl)-4-hydroxy-8-(1-((2-(trimethylsilyl)ethoxy)methyl)-1H-pyrazol-4-yl)-3,4-dihydro-1H,6H-pyrano[4,3-b]thieno[3,2-d]pyran-6-one FC(C1(COCC2=C1OC(C1=C2C=C(S1)C=1C=NN(C1)COCC[Si](C)(C)C)=O)O)F